The molecule is an N-acyl-L-alpha-amino acid anionresulting from the deprotonation of the carboxy group of N-benzoyl-L-phenylalanine. The major species at pH 7.3. It is a conjugate base of a N-benzoyl-L-phenylalanine. C1=CC=C(C=C1)C[C@@H](C(=O)[O-])NC(=O)C2=CC=CC=C2